1,6-Bis(4-amidinophenoxy)-n-hexan C(N)(=N)C1=CC=C(OCCCCCCOC2=CC=C(C=C2)C(N)=N)C=C1